ClC=1C(=NN(C1)C1=NC=CC=C1)N 4-chloro-1-(2-pyridyl)pyrazol-3-amine